1-methoxypropan-2-yl 6-(3-(methylcarbamoyl)-7-(trifluoromethyl) thieno[3,2-b]pyridin-5-yl)-2,6-diazaspiro[3.3]heptane-2-carboxylate CNC(=O)C1=CSC=2C1=NC(=CC2C(F)(F)F)N2CC1(CN(C1)C(=O)OC(COC)C)C2